C12(CC3CC(CC(C1)C3)C2)C(=O)[O-] ADAMANTANE-CARBOXYLATE